ClC1=C(C=CC(=C1)Cl)C=1N(C(=C(N1)C1=CC=CC=C1)C1=CC=CC=C1)C1(N=C(C(=N1)C1=CC=CC=C1)C1=CC=CC=C1)C1=C(C=C(C=C1)Cl)Cl 2,2'-bis(2,4-Dichlorophenyl)-4,4',5,5'-tetraphenyl-1,2'-biimidazole